2-[2-(2-furyl)ethenyl]-4,6-bis(trichloromethyl)-1,3,5-triazine O1C(=CC=C1)C=CC1=NC(=NC(=N1)C(Cl)(Cl)Cl)C(Cl)(Cl)Cl